Bis(4-((2-hexyldecanoyl)oxy)butyl) 2-((tert-butyldiphenylsilyl)oxy)pentanedioate [Si](C1=CC=CC=C1)(C1=CC=CC=C1)(C(C)(C)C)OC(C(=O)OCCCCOC(C(CCCCCCCC)CCCCCC)=O)CCC(=O)OCCCCOC(C(CCCCCCCC)CCCCCC)=O